OC(C=CCC1C(CCC1)=O)C 2-(4-hydroxypent-2-en-1-yl)cyclopentan-1-one